FC=1C=C(C=NC1)[C@H]1[C@@H](CN(C1)CCOC)NC(=O)NC1=C2C(=NN1C1=CC=CC=C1)CCC2 1-(trans-4-(5-fluoropyridin-3-yl)-1-(2-methoxyethyl)pyrrolidin-3-yl)-3-(2-phenyl-2,4,5,6-tetrahydrocyclopenta[c]pyrazol-3-yl)urea